1,3-diaminoethyl-cyclohexane NC(C)C1CC(CCC1)N